N-[[3-chloro-2-(2-formylphenyl)sulfanyl-phenyl]methyl]carbamic acid 9H-fluoren-9-ylmethyl ester C1=CC=CC=2C3=CC=CC=C3C(C12)COC(NCC1=C(C(=CC=C1)Cl)SC1=C(C=CC=C1)C=O)=O